BrC=1C=C(C=2N(C1)N=CC2C#N)N2C[C@@H](N(CC2)C(=O)OC(C)(C)C)C tert-butyl (S)-4-(6-bromo-3-cyanopyrazolo[1,5-a]pyridin-4-yl)-2-methylpiperazine-1-carboxylate